tungsten(VI) oxalate C(C(=O)[O-])(=O)[O-].[W+6].C(C(=O)[O-])(=O)[O-].C(C(=O)[O-])(=O)[O-]